2-hydroxymethyl-4-(3-methoxypropoxy)-3-methylpyridine hydrochloride Cl.OCC1=NC=CC(=C1C)OCCCOC